({(3R,5aR,6R,7R,8aS)-6-[(1E,3R)-4-(3,5-difluorophenoxy)-3-hydroxy-1-buten-1-yl]-7-hydroxyoctahydro-2H-cyclopenta[b]oxepin-3-yl}methoxy)acetic acid FC=1C=C(OC[C@@H](/C=C/[C@H]2[C@@H](C[C@@H]3OC[C@H](CC[C@@H]32)COCC(=O)O)O)O)C=C(C1)F